(1R,3S,4R)-5,5-difluoro-2-(4-methoxy-1H-indole-2-carbonyl)-N-((R,E)-1-(2-oxodihydrofuran-3(2H)-ylidene)-3-((S)-2-oxopyrrolidin-3-yl)propan-2-yl)-2-azabicyclo[2.2.2]octane-3-carboxamide FC1([C@H]2[C@H](N([C@@H](C1)CC2)C(=O)C=2NC1=CC=CC(=C1C2)OC)C(=O)N[C@@H](/C=C\2/C(OCC2)=O)C[C@H]2C(NCC2)=O)F